1,5-diazabicyclo[3.2.1]octane N12CCCN(CC1)C2